(7-cyclopropoxyimidazo[1,2-a]pyridin-3-yl)-N-((3S,4S)-4-fluoropyrrolidin-3-yl)pyridin-2-amine C1(CC1)OC1=CC=2N(C=C1)C(=CN2)C=2C(=NC=CC2)N[C@H]2CNC[C@@H]2F